BrC=1C(=NC=C(C1)F)C1(C=C(C(C(C1)(C)C)=O)C#N)OC 3-(3-bromo-5-fluoropyridin-2-yl)-3-methoxy-5,5-dimethyl-6-oxocyclohex-1-enecarbonitrile